[Si].[Co].[Ni].[Cu] copper-Nickel-cobalt-silicon